bis(propylamino)Methylsilane C(CC)NC(NCCC)[SiH3]